tert-Butyl (3R)-3-[[4-(2-benzyloxy-4-methylsulfonyl-phenyl)phthalazin-1-yl]amino]piperidine-1-carboxylate C(C1=CC=CC=C1)OC1=C(C=CC(=C1)S(=O)(=O)C)C1=NN=C(C2=CC=CC=C12)N[C@H]1CN(CCC1)C(=O)OC(C)(C)C